FC(S(=O)(=O)N(S(=O)(=O)CCS(=O)(=O)O)S(=O)(=O)C(F)(F)F)(F)F ethanedisulfonic acid, bis(trifluoromethanesulfonyl)amide